C1(=CC=CC=C1)N1CC2=C(C=CC=C2C=C1)C(=O)N 2-phenyl-1,2-dihydroisoquinoline-8-carboxamide